[Fe].[Cr].[Ni] nickel chromium-iron